2-chloro-9-(2'-methyl-5-(naphthalen-1-yl)-[1,1'-biphenyl]-2-yl)-9H-carbazole ClC1=CC=2N(C3=CC=CC=C3C2C=C1)C1=C(C=C(C=C1)C1=CC=CC2=CC=CC=C12)C1=C(C=CC=C1)C